3,5-difluoro-4-hydroxy-N-({(1r,4r)-4-[6-(4-methylpiperazin-1-yl)-2H-indazol-2-yl]cyclohexyl}methyl)benzamide, ammonium salt [NH4+].FC=1C=C(C(=O)NCC2CCC(CC2)N2N=C3C=C(C=CC3=C2)N2CCN(CC2)C)C=C(C1O)F